N-(1,1-dimethylethyl)-N'-ethyl-6-(methylthio)-1,3,5-triazine-2,4-diamine CC(C)(C)NC1=NC(=NC(=N1)NCC)SC